4-(Anthracene-9-yl)-2-hydrazino-1-methylpyridin-1-ium C1=CC=CC2=CC3=CC=CC=C3C(=C12)C1=CC(=[N+](C=C1)C)NN